[Br-].C1C(CC12OCCO2)[Zn+] 5,8-dioxaspiro[3.4]oct-2-yl-zinc (II) bromide